3,9-Dimethyl-6-(1-Methylethyl)-1,4-Dioxaspiro[4.5]Decan-2-One CC1C(OC2(O1)C(CCC(C2)C)C(C)C)=O